C(C)(C)(C)OC(NCCOCCO)=O (2-(2-hydroxyethoxy)ethyl)carbamic acid tert-butyl ester